CC(C)(C)[O-].[Mg+2].CC(C)(C)[O-] magnesium tertiary butoxide